NC1=CC=C(C(=C1C(=O)N(C)C)F)C=1C(=C2C(=NC1)NC[C@@]21C[C@@H](CC1)N1C(OCC1)=O)Cl 6-Amino-3-((1S,3R)-4'-chloro-3-(2-oxooxazolidin-3-yl)-1',2'-dihydrospiro[cyclopentane-1,3'-pyrrolo[2,3-b]pyridin]-5'-yl)-2-fluoro-N,N-dimethylbenzamide